Cl.C1(=CC(=CC=C1)CNCCCNCCCNCC(C)C)C1=C(C=C(C=C1)C1=CC(=CC=C1)CNCCCNCCCNCC(C)C)CNCCCNCCCNCC(C)C N1,N1',N1''-([1,1':4',1''-terphenyl]-2',3,3''-triyltris(methylene))tris(N3-(3-(isobutylamino)propyl)propane-1,3-diamine), hydrochloride salt